S(=O)(=O)(OCC)OCC(F)(F)F ethyl (2,2,2-trifluoroethyl) sulfate